N-((1S,3r)-3-(5-(5-ethoxypyridin-2-yl)-4-(2-fluorophenyl)-4H-1,2,4-triazol-3-yl)cyclobutyl)pyridineamide C(C)OC=1C=CC(=NC1)C=1N(C(=NN1)C1CC(C1)NC(=O)C1=NC=CC=C1)C1=C(C=CC=C1)F